2-Hydroxy-2-methyl-1-phenylpropan-1-on OC(C(=O)C1=CC=CC=C1)(C)C